methyl-(1-methyl-4-prop-2-ylcyclohexa-1,3-diene) CC1=C(CCC(=C1)C(C)C)C